CO[C@@]1(CNCC1)COC=1C(=CC(=NC1)C)C1=CC=2N(C=C1)N=C(C2)NC(=O)C2CC2 (S)-N-[5-[5-[(3-methoxypyrrolidin-3-yl)methoxy]-2-methyl-4-pyridyl]pyrazolo[1,5-a]pyridin-2-yl]cyclopropanecarboxamide